(5-((triisopropylsilyl)ethynyl)-2-((2-(trimethylsilyl)ethoxy)methyl)-2H-thieno[3,2-f]indazol-4-yl)boronic acid C(C)(C)[Si](C(C)C)(C(C)C)C#CC1=CSC=2C1=C(C1=CN(N=C1C2)COCC[Si](C)(C)C)B(O)O